CC(C)C(CCCC)(CC)CC 2-methyl-3,3-diethylheptane